2-(benzhydryl(methyl)amino)-5-hydroxy-1-methyl-6-oxo-N-phenyl-1,6-dihydropyrimidine-4-carboxamide C(C1=CC=CC=C1)(C1=CC=CC=C1)N(C=1N(C(C(=C(N1)C(=O)NC1=CC=CC=C1)O)=O)C)C